ClC1=C(C=C2C(=C(NC2=C1)C(=O)O)C)C#N 6-chloro-5-cyano-3-methyl-1H-indole-2-carboxylic acid